BrC1=CC=C(C=C1)NC(OCCN(C)C)=O 2-(dimethylamino)ethyl (4-bromophenyl)carbamate